CC=1SC=C2C1CCC(C2)NC(OC(C)(C)C)=O tert-butyl N-(1-methyl-4,5,6,7-tetrahydro-2-benzothiophen-5-yl)carbamate